4,6-dimethyl-2-oxo-1-prop-1-en-2-ylpyridine-3-carboxamide CC1=C(C(N(C(=C1)C)C(=C)C)=O)C(=O)N